(4-(4-(6-aminopyridin-3-yl)piperidin-1-yl)phenyl)methanol NC1=CC=C(C=N1)C1CCN(CC1)C1=CC=C(C=C1)CO